1,3,5-benzenetrithioic acid C1(=CC(=CC(=C1)C(O)=S)C(O)=S)C(O)=S